(S)-1-chloro-3-(dibenzylamino)propan-2-ol ClC[C@H](CN(CC1=CC=CC=C1)CC1=CC=CC=C1)O